FC1=CC=C(C=C1)C1=NN=NN1C 5-(4-fluorophenyl)-1-methyl-tetrazole